N-[5-(2-chloro-6-methyl-4-pyridyl)-4-(3-cyanophenyl)thiazol-2-yl]-4-(oxetan-3-yl)piperazine-1-carboxamide ClC1=NC(=CC(=C1)C1=C(N=C(S1)NC(=O)N1CCN(CC1)C1COC1)C1=CC(=CC=C1)C#N)C